FC(C(=O)O)(C(C(C(C(C(C(F)(F)F)(F)F)(F)F)(F)F)(F)F)(F)F)F perfluoro-n-octanoic acid